C(C=C)(=O)OCCOP(=O)(OCCOC(C=C)=O)OCCOC(C=C)=O tris[2-(acryloyloxy)ethyl]phosphate